trans-8-dodecene CCCCCCC\C=C\CCC